C1(CC1)N1N=CC(=C1)C1=C2C(=NC=C1)N(N=C2C2CN(C2)C(=O)OC(C)(C)C)C2=CC=C(C=C2)OC(F)(F)F tert-butyl 3-(4-(1-cyclopropyl-1H-pyrazol-4-yl)-1-(4-(trifluoromethoxy)phenyl)-1H-pyrazolo[3,4-b]pyridin-3-yl)azetidine-1-carboxylate